(E)-3-((3-butyl-2,2-difluoro-7-(methylthio)-1,1-dioxido-5-phenyl-2,3,4,5-tetrahydrobenzo[b][1,4]thiazepin-8-yl)oxy)acrylic acid C(CCC)C1CN(C2=C(S(C1(F)F)(=O)=O)C=C(C(=C2)SC)O/C=C/C(=O)O)C2=CC=CC=C2